N-[4-phenoxy-6-[3-(trifluoromethyl)pyrazol-1-yl]pyrimidin-2-yl]benzenesulfonamide O(C1=CC=CC=C1)C1=NC(=NC(=C1)N1N=C(C=C1)C(F)(F)F)NS(=O)(=O)C1=CC=CC=C1